N-(4-((2-(1,1-difluoroethyl)-6-methylpyrimidin-4-yl)amino)-5-(6-methylpyridazin-3-yl)pyridin-2-yl)acetamide FC(C)(F)C1=NC(=CC(=N1)NC1=CC(=NC=C1C=1N=NC(=CC1)C)NC(C)=O)C